FC1CN(CCC1OC=1SC2=NC(=CC=C2N1)C1=CC=C(C=C1)S(=O)(=O)C)C1=NC(=NO1)C(C)C 5-(3-fluoro-4-((5-(4-(methyl-sulfonyl)phenyl)thiazolo[5,4-b]pyridin-2-yl)oxy)piperidin-1-yl)-3-isopropyl-1,2,4-oxadiazol